C(C)(C)(C)OC(N(C1CCN(CC1)C=1SC(=CN1)C(F)(F)F)C)=O methyl-(1-(5-(trifluoromethyl)thiazol-2-yl)piperidin-4-yl)carbamic acid tert-butyl ester